2-cyclopropoxy-4-Fluoroaniline C1(CC1)OC1=C(N)C=CC(=C1)F